cyclopentyl (o-tolyl) ketone C1(=C(C=CC=C1)C(=O)C1CCCC1)C